C1(=C(C=CC=C1)C=1N(C2=CC=C(C=C2C1F)OCC1=CC=CC=C1)CC1=CC=C(C=C1)CCO[Si](C)(C)C(C)(C)C)C1=CC=CC=C1 2-([1,1'-biphenyl]-2-yl)-5-(benzyloxy)-1-(4-(2-((tert-butyldimethylsilyl)oxy)ethyl)benzyl)-3-fluoro-1H-indole